2-pentyl-bis-(2-pentyl-2-ethoxy)silane CC(CCC)[SiH](OC(C)CCCCC)OC(C)CCCCC